NC=1C(=C2C(=NC1C(=O)OC)N(C(=C2C#N)C)C)C2=C(C(=CC=C2)O)C methyl 5-amino-3-cyano-4-(3-hydroxy-2-methylphenyl)-1,2-dimethyl-1H-pyrrolo[2,3-b]pyridine-6-carboxylate